1-(5-(5-amino-2-chloro-4-fluoro-3-methylbenzamido)-2-fluoro-4-(4-methylpiperazin-1-yl)phenyl)-N-(3-morpholinopropyl)-1H-1,2,3-triazole-4-carboxamide NC=1C(=C(C(=C(C(=O)NC=2C(=CC(=C(C2)N2N=NC(=C2)C(=O)NCCCN2CCOCC2)F)N2CCN(CC2)C)C1)Cl)C)F